di(2-ethylhexyl)amine hydrofluoride salt F.C(C)C(CNCC(CCCC)CC)CCCC